ClC=1C=C(C=C2C(=C(C=NC12)C#N)N[C@H](CCC#N)C1=CC=CC=C1)NC([2H])(C=1C(=NC(=CC1)F)C)C=1N=NN(C1)C1CC1 8-chloro-4-(((R)-3-cyano-1-phenylpropyl)amino)-6-(((1-cyclopropyl-1H-1,2,3-triazol-4-yl)(6-fluoro-2-methylpyridin-3-yl)methyl-d)amino)quinoline-3-carbonitrile